FC=1C=C(C=O)C=CC1OC(F)(F)F 3-fluoro-4-(trifluoromethoxy)benzaldehyde